1-(2,2-Difluoroethyl)-1H-pyrazol FC(CN1N=CC=C1)F